tert-Butyl (2S,4S)-4-((tert-butyldiphenylsilyl)oxy)-2-(2-((2,2,7-trimethyl-4-oxo-4H-benzo[d][1,3]dioxin-5-yl)oxy)ethyl)pyrrolidin-1-carboxylate [Si](C1=CC=CC=C1)(C1=CC=CC=C1)(C(C)(C)C)O[C@H]1C[C@@H](N(C1)C(=O)OC(C)(C)C)CCOC1=CC(=CC=2OC(OC(C21)=O)(C)C)C